ClC1=C(N=C(N1C1=CC=CC=C1)N(C)C)C=O 5-CHLORO-2-(DIMETHYLAMINO)-1-PHENYL-1H-IMIDAZOLE-4-CARBALDEHYDE